ClC=1C=C(C=CC1F)C(CO)NC(=O)C1=CN(C=C1)C1=CC(=NC=C1C)NCC=1C=NC=CC1 N-(1-(3-chloro-4-fluorophenyl)-2-hydroxyethyl)-1-(5-methyl-2-((pyridin-3-ylmethyl)amino)pyridin-4-yl)-1H-pyrrole-3-carboxamide